C(C)OC1=CC=C(C=C1N)N 6-ethoxy-1,3-diaminobenzene